C1(CC1)C1=NN=C2N1C=C(C=N2)C(=O)N 3-cyclopropyl-[1,2,4]triazolo[4,3-a]pyrimidine-6-carboxamide